FC(C=1C=C(C=CC1)C=1C=C(C(=O)O)C=CN1)(F)F 2-(3-(trifluoromethyl)phenyl)isonicotinic acid